1,4-bis(tert-butoxycarbonylmethyl)-tetraazacyclododecane C(C)(C)(C)OC(=O)CN1NNN(CCCCCCCC1)CC(=O)OC(C)(C)C